C(C)OC([C@@H](N)C(C)C)=O L-Valine-Ethyl Ester